ClC=1C=C(C(=NC1)OC1=C(C=CC(=C1)F)F)C(=O)N[C@@H](C)C1=CC=C(C(=O)O)C=C1 4-[(1S)-1-({[5-chloro-2-(2,5-difluorophenoxy)pyridin-3-yl]carbonyl}amino)ethyl]benzoic acid